The molecule is a germacranolide isolated from the aerial parts of Carpesium divaricatum. It exhibits cytotoxicity against the human tumor cells, A-549 (nonsmall cell lung), SK-OV-3 (ovary), SK-MEL-2 (skin), XF-498 (central nervous system) and HCT-15 (colon). It has a role as a metabolite and an antineoplastic agent. It is a cyclic ketone, a diol, a secondary alcohol, a tertiary alcohol and a germacranolide. C[C@H]1C[C@@H](C[C@]([C@H]([C@H]2[C@H]([C@@H](C1=O)OC(=O)C(C)C)C(=C)C(=O)O2)OC(=O)C(C)C)(C)O)O